CN[C@H](C(=O)OC(C)(C)C)CC=1C=NC=CC1 tert-butyl (S)-2-(methylamino)-3-(pyridin-3-yl)propanoate